C(C)(C)(C)C1CCC(CC1)B1OC(C(O1)(C)C)(C)C 2-(4-tert-butylcyclohexan-1-yl)-4,4,5,5-tetramethyl-1,3,2-dioxaborolane